2-({[3-(2H-1,3-benzodioxol-5-yl)-1,2,4-oxadiazol-5-yl]methyl}sulfanyl)-5-methylpyridine O1COC2=C1C=CC(=C2)C2=NOC(=N2)CSC2=NC=C(C=C2)C